2-Chloro-N-(4-(1-(difluoromethyl)-4-(trifluoromethyl)-1H-imidazol-2-yl)benzyl)-5-nitropyrimidine-4-Amine ClC1=NC=C(C(=N1)NCC1=CC=C(C=C1)C=1N(C=C(N1)C(F)(F)F)C(F)F)[N+](=O)[O-]